2,3,4-trifluoro-benzaldehyde FC1=C(C=O)C=CC(=C1F)F